C(C)OC(=O)C=1C(=CN(C(C1)=O)C1CC(C1)OS(=O)(=O)C1=CC=C(C)C=C1)C(=O)OC(C)(C)C 6-oxo-1-((1s,3s)-3-(tosyloxy)cyclobutyl)-1,6-dihydropyridine-3,4-dicarboxylic acid 3-(tert-butyl) ester 4-ethyl ester